4-(2-fluoroethyl)-2-methyl-8-(5-methylthiazol-2-yl)-3-oxo-N-((R)-1-(2-(trifluoromethyl)pyrimidin-5-yl)ethyl)-3,4-dihydro-2H-benzo[b][1,4]oxazine-6-carboxamide FCCN1C2=C(OC(C1=O)C)C(=CC(=C2)C(=O)N[C@H](C)C=2C=NC(=NC2)C(F)(F)F)C=2SC(=CN2)C